N,N-diethyl-6-oxohexanamide C(C)N(C(CCCCC=O)=O)CC